6-Bromo-2-(3-(3,4-dihydroisoquinolin-2(1H)-yl)-2-hydroxypropyl)-3,4-dihydroisoquinoline BrC=1C=C2CCN(CC2=CC1)CC(CN1CC2=CC=CC=C2CC1)O